(5-chloro-6-(4-methoxyphenyl)pyridin-3-yl)methanol ClC=1C=C(C=NC1C1=CC=C(C=C1)OC)CO